2-bromo-2'-acetonaphthone BrCC(=O)C1=CC2=CC=CC=C2C=C1